4-(imidazolidin-1-ylmethyl)-N-(3-(methylsulfonamido)phenyl)benzamide N1(CNCC1)CC1=CC=C(C(=O)NC2=CC(=CC=C2)NS(=O)(=O)C)C=C1